(2-chloro-3-dimethylamino-methylene-2-propenyl)-dimethyl-ammonium hexafluorophosphate F[P-](F)(F)(F)(F)F.ClC(C(=C)[NH+](C)C)=CN(C)C